(2R,5S,6R)-2-benzyl-5,6-bis(4-bromophenyl)-4-methylmorpholin-3-one C(C1=CC=CC=C1)[C@@H]1C(N([C@H]([C@H](O1)C1=CC=C(C=C1)Br)C1=CC=C(C=C1)Br)C)=O